N-(2-amino-2-methylpropyl)-6-(6-chloro-7-fluoro-3-methyl-1H-indol-2-yl)pyrazine-2-carboxamide NC(CNC(=O)C1=NC(=CN=C1)C=1NC2=C(C(=CC=C2C1C)Cl)F)(C)C